3-{4-[(2,4-dimethylphenyl)sulfamoyl]phenyl}-1-(pyridin-3-ylmethyl)urea CC1=C(C=CC(=C1)C)NS(=O)(=O)C1=CC=C(C=C1)NC(NCC=1C=NC=CC1)=O